C1C(C=CC2=CC3=CC=CC=C3C=C12)S(=O)(=O)[O-] dihydroanthracene-2-sulfonate